1-[[7-(4-cyanophenyl)benzo[d]isothiazol-6-yl]thio]cyclohexan-1-carboxylic acid C(#N)C1=CC=C(C=C1)C1=C(C=CC=2C=NSC21)SC2(CCCCC2)C(=O)O